NC=1C=C(C=O)C=C(C1)C 3-AMINO-5-METHYLBENZALDEHYDE